C(CCC)C1=NC2(C(N1CC=1C=C(C(=NC1)C1=C(C=CC=C1)S(=O)(=O)NC1=NOC(=C1C)C)C)=O)CCCC2 2-(5-((2-Butyl-4-oxo-1,3-diazaspiro[4.4]non-1-en-3-yl)methyl)-3-methylpyridine-2-yl)-N-(4,5-dimethylisoxazol-3-yl)benzenesulfonamide